CN(C(CCC(C(C)C)N1CC2(C1)CN(CC2)C=2N=CN=NC2OC2=C(C(=O)N(C(C)C)CC)C=C(C=C2)F)(C)C)C 2-((5-(2-(6-(dimethylamino)-2,6-dimethylheptan-3-yl)-2,6-diazaspiro[3.4]octan-6-yl)-1,2,4-triazin-6-yl)oxy)-N-ethyl-5-fluoro-N-isopropylbenzamide